(R,Z)-N-(1-(3,6-dimethyl-4-oxo-2-(1,1,1-trifluoro-2-methylpropan-2-yl)-3,4-dihydroquinazolin-8-yl)ethylidene)-2-methylpropane-2-sulfinamide CN1C(=NC2=C(C=C(C=C2C1=O)C)\C(\C)=N/[S@](=O)C(C)(C)C)C(C(F)(F)F)(C)C